Tert-butyl (2-(acetamido-2,2,2-d3)-5-bromopyridin-4-yl)carbamate C(C([2H])([2H])[2H])(=O)NC1=NC=C(C(=C1)NC(OC(C)(C)C)=O)Br